NC1=C2N=CN(C2=NC=N1)CC=1N=NN(C1)[C@H](C(=O)N1[C@@H](C[C@H](C1)O)C(=O)NC)C(C)(C)C (2S,4r)-1-[(2S)-2-[4-[(6-aminopurine-9-yl)methyl]triazol-1-yl]-3,3-dimethyl-butyryl]-4-hydroxy-N-methyl-pyrrolidine-2-carboxamide